BrC1=CC2=C(C=3N(C(N2CC2=CC=C(C=C2)Cl)=O)CC(CN3)(C)C)N=C1 3-bromo-5-(4-chlorobenzyl)-9,9-dimethyl-5,8,9,10-tetrahydro-6H-pyrido[2,3-e]pyrimido[1,2-c]pyrimidin-6-one